pentaerythritol tetrakis(β-dodecylmercaptopropionate) C(CCCCCCCCCCC)SCCC(=O)OCC(COC(CCSCCCCCCCCCCCC)=O)(COC(CCSCCCCCCCCCCCC)=O)COC(CCSCCCCCCCCCCCC)=O